C(C)(C)(C)OC(=O)N1CCC(=CC1)C1=CC(=C(C(=O)O)C=C1)F 4-(1-(tert-butyloxycarbonyl)-1,2,3,6-tetrahydropyridin-4-yl)-2-fluorobenzoic acid